4-isopropyl-5-(1-methyl-1H-pyrrolo[2,3-b]pyridin-3-yl)-N-(1-(oxetan-3-yl)piperidin-4-yl)-1H-pyrazole-3-carboxamide C(C)(C)C=1C(=NNC1C1=CN(C2=NC=CC=C21)C)C(=O)NC2CCN(CC2)C2COC2